N[C@@](C(=O)O)(CC1=C(C=C(C=C1)B(O)O)Cl)C (R)-2-amino-3-(4-dihydroxyboryl-2-chlorophenyl)-2-methylpropanoic acid